C(C1=CC=CC=C1)[C@@H]1N(C(OC1)=O)C([C@@H](CC1=CSC(=C1)Br)[C@@H]1CN(CC1)C(=O)OC(C)(C)C)=O tert-butyl (R)-3-((S)-1-((S)-4-benzyl-2-oxooxazolidin-3-yl)-3-(5-bromothiophen-3-yl)-1-oxopropan-2-yl)pyrrolidine-1-carboxylate